FC1=C(C(=O)OC)C(=CC=C1C(F)(F)F)NC1=C(C=C(C=C1)F)C=O methyl 2-fluoro-6-((4-fluoro-2-formylphenyl) amino)-3-(trifluoromethyl)-benzoate